CS(=O)(=O)N1CC2=C(CC1)N=CN2 5-(methylsulfonyl)-4,5,6,7-tetrahydro-3H-imidazo[4,5-c]Pyridine